2,5-dimethyl-1,3-dinitrobenzene CC1=C(C=C(C=C1[N+](=O)[O-])C)[N+](=O)[O-]